(2r,3r,4r,5s)-3,4,5-tris(benzyloxy)-2-methyl-1-((3-(trifluoromethyl)cyclohexyl)methyl)piperidine C(C1=CC=CC=C1)O[C@@H]1[C@H](N(C[C@@H]([C@H]1OCC1=CC=CC=C1)OCC1=CC=CC=C1)CC1CC(CCC1)C(F)(F)F)C